C(CCCC)C(CCCOC(CCCCCCC)=O)CCCCC octanoic acid 4-pentylnonyl ester